5-[6-[4-[[2-[(6S)-6-amino-1,4-oxazepan-4-yl]pyrimidin-5-yl]methyl]piperazin-1-yl]-2-ethyl-3-pyridyl]-1,3-dimethyl-pyridin-2-one N[C@H]1CN(CCOC1)C1=NC=C(C=N1)CN1CCN(CC1)C1=CC=C(C(=N1)CC)C=1C=C(C(N(C1)C)=O)C